1-methyl-N-(1-methyl-1H-pyrazol-4-yl)piperidin-3-amine CN1CC(CCC1)NC=1C=NN(C1)C